FC=1C=C2C(NC(=NC2=CC1)CCC(=O)N1[C@@H](CN(CC1)C1=CC=C(C=N1)C#N)C)=O 6-[(3R)-4-[3-(6-fluoro-4-oxo-3H-quinazolin-2-yl)propionyl]-3-methyl-piperazin-1-yl]pyridine-3-carbonitrile